(1R,6S)-2,2-difluoro-6-{[(3S)-1-(propan-2-yl)pyrrolidin-3-yl]oxy}cyclohexan-1-amine FC1([C@@H]([C@H](CCC1)O[C@@H]1CN(CC1)C(C)C)N)F